N'-((4-chlorophenyl)sulfonyl)-3-(4-fluorophenyl)-4-phenyl-N-((1R,3S)-3-sulfamoyl-cyclopentyl)-4,5-dihydro-1H-pyrazole-1-carboxamidine ClC1=CC=C(C=C1)S(=O)(=O)N=C(N[C@H]1C[C@H](CC1)S(N)(=O)=O)N1N=C(C(C1)C1=CC=CC=C1)C1=CC=C(C=C1)F